N-(4-(3-(3,5-dimethylisoxazol-4-yl)-5-methylphenoxy)-3,5-dimethylphenyl)-1-methylpyrrolidine-2-carboxamide CC1=NOC(=C1C=1C=C(OC2=C(C=C(C=C2C)NC(=O)C2N(CCC2)C)C)C=C(C1)C)C